3,3,3-Trifluoropropyl methanesulfonate methyl-5-(o-tolyl)-2-((2-(trimethylsilyl)ethoxy)methyl)-2H-1,2,3-triazole-4-carboxylate COC(=O)C1=NN(N=C1C1=C(C=CC=C1)C)COCC[Si](C)(C)C.CS(=O)(=O)OCCC(F)(F)F